[NH4+].N[C@@H](CO)C(=O)O serine ammonium